1,1-diethoxy-N,N-dimethylmethylamine C(C)OC(OCC)N(C)C